5-(2,2-Dimethylpropyl)-4-propan-2-ylbenzene-1,3-diol CC(CC=1C(=C(C=C(C1)O)O)C(C)C)(C)C